tert-butyl N-[8-(methylamino)-5-(2-trimethylsilylethynyl)-2,7-naphthyridin-3-yl]carbamate CNC=1N=CC(=C2C=C(N=CC12)NC(OC(C)(C)C)=O)C#C[Si](C)(C)C